C(C)(C)(C)OC(=O)N1CC=2C([C@H]1C(=O)O)=CNC2C (4S)-5-(tert-Butoxycarbonyl)-1-methyl-4H,6H-pyrrolo[3,4-c]pyrrole-4-carboxylic acid